4,7-dimethyl-4-vinyl-6-octen-3-ol CC(C(CC)O)(CC=C(C)C)C=C